N1=CN=C(C=C1)C=1SC(=C2C1N(CCCN2)C(=O)OC(C)(C)C)C(=O)OC 1-(tert-butyl) 6-methyl 8-(pyrimidin-4-yl)-2,3,4,5-tetrahydro-1H-thieno[3,4-b][1,4]diazepine-1,6-dicarboxylate